C(C)(C)(C)OC(=O)N1CCC2(CC1)\C(\C1=C(C=NC(=C1)OC)C2)=N/[S@](=O)C(C)(C)C (5E)-5-[(R)-tert-butylsulfinyl]imino-3-methoxyspiro[7H-cyclopenta[c]pyridine-6,4'-piperidine]-1'-carboxylic acid tert-butyl ester